NC1=NN=C(S1)C1=C(C(=CC(=C1)Cl)C)NC(=O)C1(C=CN(N1)C1=NC=CC=C1Cl)Br N-[2-(5-amino-1,3,4-thiadiazol-2-yl)-4-chloro-6-methylphenyl]-5-bromo-2-(3-chloro-2-pyridinyl)-1H-pyrazole-5-carboxamide